C(C)(C)(C)OC(=O)N[C@@H]1C(CN(C1)CCCC(=O)O)(C)C 4-[(4R)-4-{[(tert-butoxy)carbonyl]amino}-3,3-dimethylpyrrolidin-1-yl]butanoic acid